1-(1-benzyl-1,2,3,6-tetrahydropyridine-4-ylacetyl)-4-hydroxypiperidine C(C1=CC=CC=C1)N1CCC(=CC1)CC(=O)N1CCC(CC1)O